C(C1=CC=CC=C1)OC1=CC(=NC(=C1)C1=C(C=C(C=C1C)C(C)(C)C)OC1=C(C=C(C=C1)F)OC)CCO 2-[4-benzyloxy-6-[4-tert-butyl-2-(4-fluoro-2-methoxy-phenoxy)-6-methyl-phenyl]-2-pyridyl]ethanol